tert-butyl (cis-4-(4-chloro-5-((5-((4-fluorophenyl)ethynyl)-3-methylpyridin-2-yl)carbamoyl)-1H-pyrazol-1-yl)cyclohexyl)carbamate ClC=1C=NN(C1C(NC1=NC=C(C=C1C)C#CC1=CC=C(C=C1)F)=O)[C@H]1CC[C@H](CC1)NC(OC(C)(C)C)=O